S(=O)(=O)(O)O.FC1=C(N)C=CC(=C1F)F 2,3,4-trifluoroaniline sulfate